NC1=CC(=NC(=C1)C)C 4-amino-2,6-lutidine